BrC1=CC=C(C=C1)C(CCC(=O)C1=CC(=CC=C1)O)=O 1-(4-bromophenyl)-4-(3-hydroxyphenyl)butane-1,4-dione